(2R)-3-hydroxyisovaleroylcarnitine OC(CC(=O)C(O)(C[N+](C)(C)C)CC([O-])=O)(C)C